(methyl-(prop-2-yn-1-yl)amino)cyclopropan-1-amine hydrochloride Cl.CN(CC#C)C1(CC1)N